Ethyl 2-ethylindane-2-carboxylate C(C)C1(CC2=CC=CC=C2C1)C(=O)OCC